NC1=C(C=C(C(=O)C2=CC=C3C(=CC=CN23)C2=C(C3=C(N(C(=N3)C)C)C=C2C#N)C#N)C=C1F)F 5-(3-(4-amino-3,5-difluorobenzoyl)indolizin-8-yl)-1,2-dimethyl-1H-benzo[d]imidazole-4,6-dicarbonitrile